tert-butyl-2-chloro-N-(6-chloro-4-ethylpyridazin-3-yl)benzenesulfonamide C(C)(C)(C)C=1C(=C(C=CC1)S(=O)(=O)NC=1N=NC(=CC1CC)Cl)Cl